FC1=C(C=CC(=C1)F)C1=NN2C(N=C(C=C2)C)=C1C(=O)N[C@@H]1C(NC2=C(C(=N1)C1=CC=CC=C1)C=CC=C2)=O 2-(2,4-Difluorophenyl)-5-methyl-N-[(3S)-2-oxo-5-phenyl-1,3-dihydro-1,4-benzodiazepin-3-yl]pyrazolo[1,5-a]pyrimidine-3-carboxamide